O1C(=CC=C1)C=C1CN(C(N(C1)C1=CC=CC=C1)(C)C)C1=CC=CC=C1 5-((furan-2-yl)methylene)-dihydro-2,2-dimethyl-1,3-diphenylpyrimidine